FC=1C(=NC=CC1)COC1=NC(=CC(=N1)N1CCOCC1)N1N=C(C=C1)C=1C=C(C=CC1)C 4-(2-((3-fluoropyridin-2-yl)methoxy)-6-(3-(m-tolyl)-1H-pyrazol-1-yl)pyrimidin-4-yl)morpholine